(S)-2-(5-chloro-6-methylpyridin-2-yl)-N-(3-(1-((2-ethyl-2H-pyrazolo[3,4-b]pyrazin-6-yl)amino)ethyl)-4-fluorophenyl)acetamide ClC=1C=CC(=NC1C)CC(=O)NC1=CC(=C(C=C1)F)[C@H](C)NC=1C=NC=2C(N1)=NN(C2)CC